2-ethyl-3-methyloxirane C(C)C1OC1C